4-Hydroxy-4-((1-methyl-2-oxo-1H-imidazo[4,5-c]pyridin-3(2H)-yl)methyl)piperidine-1-carboxylic acid tert-butyl ester C(C)(C)(C)OC(=O)N1CCC(CC1)(CN1C(N(C2=C1C=NC=C2)C)=O)O